CC1=CC=CC(=N1)C1=C(N=CN1)C=1C=C2C=C(C=NC2=CC1)C1=CC=C(C=N1)C(=O)OC[C@@H]1CNCCC1 [(3S)-3-piperidyl]methyl 6-[6-[5-(6-methyl-2-pyridyl)-1H-imidazol-4-yl]-3-quinolyl]pyridine-3-carboxylate